FC(OC=1C=C(C=CC1)S(=O)(=O)N1CC2(C1)CN(C2)C(=O)N2CC1(C2)NC(OC1)=O)(F)F 2-[2-[3-(trifluoromethoxy)phenyl]sulfonyl-2,6-diazaspiro[3.3]heptane-6-carbonyl]-7-oxa-2,5-diazaspiro[3.4]octan-6-one